methyl 3-(9-((4-(aminomethyl)-2,6-dimethylphenyl)carbamoyl)-4,5-dihydrobenzo[b]thieno[2,3-d]oxepin-8-yl)-6-(2-ethylpiperidine-1-carbonyl)picolinate NCC1=CC(=C(C(=C1)C)NC(=O)C1=CC2=C(OCCC3=C2SC=C3)C=C1C=1C(=NC(=CC1)C(=O)N1C(CCCC1)CC)C(=O)OC)C